(S)-1-(3-hydroxy-2-methylpropyl)-N-((5-phenyl-1,3,4-thiadiazol-2-yl)methyl)-1H-1,2,3-triazole-4-carboxamide OC[C@H](CN1N=NC(=C1)C(=O)NCC=1SC(=NN1)C1=CC=CC=C1)C